OC1=CC=C(C=C1)C1=CC(=C(C=C1C(C)C)C(C)C)C1=CC=C(C=C1)O bis(4-hydroxyphenyl)-m-diisopropylbenzene